(1-(2-hydroxy-2-methylpropyl)-1H-pyrazol-4-yl)-1-isopropyl-3-methyl-8-(6-(piperazin-1-yl)thieno[3,2-c]pyridin-2-yl)-3,6-dihydroimidazo[4,5-d]pyrrolo[2,3-b]pyridin-2(1H)-one OC(CN1N=CC(=C1)C1=C2C(=C3C(=N1)NC=C3C3=CC=1C=NC(=CC1S3)N3CCNCC3)N(C(N2C)=O)C(C)C)(C)C